1-Chloro-4-prop-2-ynylsulfanyl-benzene ClC1=CC=C(C=C1)SCC#C